C(=O)(OC(C)(C)C)N1C(CCC(C1)(F)F)CN N-Boc-2-aminomethyl-5,5-difluoropiperidine